(R)-N-(6-methoxy-1-methyl-1H-indazol-7-yl)-1-(4-(1-methoxyethyl)pyridin-2-yl)-1H-pyrazole-4-sulfonamide COC1=CC=C2C=NN(C2=C1NS(=O)(=O)C=1C=NN(C1)C1=NC=CC(=C1)[C@@H](C)OC)C